ClC=1C=C(C=C2C(=C(C=NC12)C#N)NC1=CC(=C(C=C1)F)Cl)N[C@H](C=1N=NN(C1)C1COC1)C=1C(=NC(=CC1)Cl)C (S)-8-chloro-6-(((6-chloro-2-methylpyridin-3-yl)(1-(oxetan-3-yl)-1H-1,2,3-triazol-4-yl)methyl)amino)-4-((3-chloro-4-fluorophenyl)amino)quinoline-3-carbonitrile